C(=C)C(C(=O)OC(C)(C=1N(C=CC1)S(=O)(=O)C1=CC=C(C)C=C1)C1=NC=CC=C1)=C 1-(pyridin-2-yl)-1-(1-tosyl-1H-pyrrol-2-yl)ethan-1-ol vinyl-acrylat